(S)-(5-methoxy-3,4-dihydro-2H-pyrrol-2-yl)methanol COC=1CC[C@H](N1)CO